CN(C(C=1C=C(C(=O)N)C=C(C1)NC(=O)C=1OC(=CC1)[N+](=O)[O-])=O)C N',N3-dimethyl-5-(5-nitrofuran-2-carboxamido)isophthalamide